pyrrole-1-carbonyl chloride N1(C=CC=C1)C(=O)Cl